ethyl (S)-3-amino-3-(4,4'-difluoro-2',5,6'-trimethyl-[1,1'-biphenyl]-3-yl)propanoate N[C@@H](CC(=O)OCC)C=1C=C(C=C(C1F)C)C1=C(C=C(C=C1C)F)C